N-[(6-Amino-2-pyridyl)sulfonyl]-6-(4-isopropylphenyl)-2-(2,2,4-trimethylpyrrolidin-1-yl)pyridin-3-carboxamid NC1=CC=CC(=N1)S(=O)(=O)NC(=O)C=1C(=NC(=CC1)C1=CC=C(C=C1)C(C)C)N1C(CC(C1)C)(C)C